NC1=NC=CC(=N1)C=1C=C(C=CC1O)C1=C(C=C(C=C1)NC(=O)C=1C(N(C(=CC1)C)C1=CC=C(C=C1)F)=O)F N-(3'-(2-aminopyrimidin-4-yl)-2-fluoro-4'-hydroxy-[1,1'-biphenyl]-4-yl)-1-(4-fluorophenyl)-6-methyl-2-oxo-1,2-dihydropyridine-3-carboxamide